Methyl (6R,12R)-6-hydroxy-12-methyl-6,15-bis(trifluoromethyl)-13,19-dioxa-3,4,18-triazatricyclo[12.3.1.12,5]nonadeca-1(18),2,4,14,16-pentaene-17-carboxylate O[C@]1(C2=NN=C(C=3C(=CC(=C(O[C@@H](CCCCC1)C)N3)C(F)(F)F)C(=O)OC)O2)C(F)(F)F